FC(CN1N=CC=2C1=NC(=CN2)N2CC1(CN(C1)C1=CC(=NC=C1)OC)CC2)F 1-(2,2-difluoroethyl)-6-(2-(2-methoxypyridin-4-yl)-2,6-diazaspiro[3.4]octan-6-yl)-1H-pyrazolo[3,4-b]pyrazine